(R)-5-cyano-N-(1-(2-hydroxy-2-(4-methyl-1-oxo-1,3-dihydroisobenzofuran-5-yl)ethyl)piperidine-4-yl)-4-methoxypyridineformamide L(+)-tartrate C(=O)(O)[C@H](O)[C@@H](O)C(=O)O.C(#N)C=1C(=CC(=NC1)C(=O)NC1CCN(CC1)C[C@@H](C=1C(=C2COC(C2=CC1)=O)C)O)OC